C1(C=2C(C(N1C1=CC=C(C=C1)CCCC(=O)O)=O)=CC=CC2)=O 4-(4-phthalimidophenyl)butyric acid